monofluoromonochlorosulfimide FS=NCl